N-Methyl-4-phenyl-1,2,3,6-tetrahydropyridine CN1CCC(=CC1)C1=CC=CC=C1